COCCONC(CC)=O N-(2-methoxyethoxy)propanamide